butyl 6-(methoxymethyl)-1,4-oxazepane-4-carboxylate COCC1CN(CCOC1)C(=O)OCCCC